(S)-N-((R or S)-(3-chloro-4-fluorophenyl)(5-chlorobenzofuran-2-yl)methyl)-2-oxoimidazolidine-4-carboxamide ClC=1C=C(C=CC1F)[C@@H](NC(=O)[C@H]1NC(NC1)=O)C=1OC2=C(C1)C=C(C=C2)Cl |o1:8|